N1=CC=C(C=C1)C1=NNC2=NC=CC(=C21)C=2C=C(N)C=CC2 3-[3-(4-pyridyl)-1H-pyrazolo[3,4-b]pyridin-4-yl]aniline